C(CCCCCCC\C=C/C\C=C/CCCCC)(=O)OC[C@H]1C([C@H](C[C@@H]1OC(CCCCCCC\C=C/C\C=C/CCCCC)=O)N1C=2N=C(NC(C2N=C1)=O)N)=C (9Z,12Z)-((1R,3S,5S)-3-(2-amino-6-oxo-1H-purin-9(6H)-yl)-2-methylene-5-((9Z,12Z)-octadeca-9,12-dienoyloxy)cyclopentyl)methyl octadeca-9,12-dienoate